N1C2C(CC1C(=O)N)COC2 hexahydrofuro[3,4-b]pyrrole-2-carboxamide